ClC1=C(C(=CC=C1Cl)O)[C@H]1C[C@@H]2N(C(CN(C2)C(CO)=O)=O)CC1 (8R,9aS)-8-(2,3-dichloro-6-hydroxyphenyl)-2-(2-hydroxyacetyl)-hexahydro-1H-pyrido[1,2-a]pyrazin-4-one